Naphtho[2,3-b]furan-4,9-dione O1C2=C(C=C1)C(C1=CC=CC=C1C2=O)=O